C12CCC(CC1)N2CC(=O)C2=C(N(C1=CC(=CC=C21)CS(=O)(=O)C)C2=CC=C(C=C2)Cl)C (7-azabicyclo[2.2.1]heptan-7-yl)-1-(1-(4-chlorophenyl)-2-methyl-6-((methylsulfonyl)methyl)-1H-indol-3-yl)ethan-1-one